CC1=NC(=CC(=C1)C1=C(C=2C(=NC(=CC2)C2CCNCC2)N1)C)C 2-(2,6-dimethyl-4-pyridyl)-3-methyl-6-(4-piperidyl)-1H-pyrrolo[2,3-b]pyridine